2-pentafluoropropyl-4,5-dicyanoimidazole FC(CC(F)(F)F)(C=1NC(=C(N1)C#N)C#N)F